2-[2-[2-[2-(dimethylamino)ethyl]-1,3-benzothiazol-5-yl]-5-methyl-1-piperidyl]-2-oxo-N-(1-tetrahydropyran-2-ylpyrazolo[4,3-c]pyridin-7-yl)acetamide CN(CCC=1SC2=C(N1)C=C(C=C2)C2N(CC(CC2)C)C(C(=O)NC=2C1=C(C=NC2)C=NN1C1OCCCC1)=O)C